7,8-Dichloro-4-(dimethylamino)-1-phenylquinazolin-2(1H)-one ClC1=CC=C2C(=NC(N(C2=C1Cl)C1=CC=CC=C1)=O)N(C)C